isotridecyl-oxypropyl-amine C(CCCCCCCCCC(C)C)OCCCN